CN(C(OC(C)(C)C)=O)C=1N=CC2=CC(=NC=C2C1)C=1C=NC(=CC1C)C(CCC(F)(F)F)O tert-butyl N-methyl-N-{7-[4-methyl-6-(4,4,4-trifluoro-1-hydroxybutyl)pyridin-3-yl]-2,6-naphthyridin-3-yl}carbamate